meta-cresol sodium phenolate C1(=CC=CC=C1)[O-].[Na+].C1=C(C=CC=C1O)C